ClC1=C(C=C(C=C1)C1=CSC=2N=CN(C(C21)=O)CCC(=O)N2CC(C2)(F)F)C(F)(F)F 5-[4-chloro-3-(trifluoromethyl)phenyl]-3-[3-(3,3-difluoroazetidin-1-yl)-3-oxopropyl]-3H,4H-thieno[2,3-d]pyrimidin-4-one